BrC1=C(C=C2C(=NC(=NC2=C1F)Cl)N1C[C@H](N(CC1)C(=O)OCC1=CC=CC=C1)CC#N)Cl (R)-benzyl 4-(7-bromo-2,6-dichloro-8-fluoroquinazolin-4-yl)-2-(cyanomethyl)piperazine-1-carboxylate